P(O)(O)(O)=O.ClC1=CC=C2C(=NC=NC2=C1)N/N=C(\C)/C=1C=NC(=CC1)N1C=NC(=C1C)C (E)-7-chloro-4-(2-(1-(6-(4,5-dimethyl-1H-imidazol-1-yl)pyridin-3-yl)ethylidene)hydrazineyl)quinazoline phosphoric acid salt